F[C@@H]1O[C@H]1C(F)(F)F trans-2-Fluoro-3-(trifluoromethyl)oxirane